C(CN1C(=NC2=C1C(=CC(=C2OC)C(N)=O)F)C2=C(C(=O)O)C=C(C=C2F)F)N2C(=NC1=C2C(=CC(=C1OC)C(N)=O)F)C1=C(C(=O)O)C=C(C=C1F)F 2,2'-(ethane-1,2-diylbis(5-carbamoyl-7-fluoro-4-methoxy-1H-benzo[d]imidazole-1,2-diyl))bis(3,5-difluorobenzoic acid)